(1-methylcyclopropyl)-2-(1,3-thiazol-5-yl)pyrido[3,4-d]pyrimidin-4-amine CC1(CC1)C1=CN=CC=2N=C(N=C(C21)N)C2=CN=CS2